COC=1C=C2C(=CC=NC2=CC1OC)OC1=CC=C(C=C1)[N+](=O)[O-] 6,7-dimethoxy-4-(4-nitrophenoxy)quinoline